6-(3-cyanopyrrolo[1,2-b]pyridazin-7-yl)-N-((R)-2-fluoro-3-hydroxy-3-methylbutyl)-4-(((1r,4R)-4-(thiazol-5-yl)cyclohexyl)amino)nicotinamide C(#N)C1=CC=2N(N=C1)C(=CC2)C2=NC=C(C(=O)NC[C@H](C(C)(C)O)F)C(=C2)NC2CCC(CC2)C2=CN=CS2